(S)-phenylglycinol zinc chloride [Cl-].[Zn+2].N[C@@H](C1=CC=CC=C1)CO.[Cl-]